BrC=1C(=C2C3(CNC(C2=CC1)=O)C(C3)(F)F)F 6'-bromo-2,2,5'-trifluoro-2',3'-dihydro-1'H-spiro[cyclopropane-1,4'-isoquinolin]-1'-one